Cl.CN1N=CC(=C1)C=1N=C(C=2N(C1)N=CC2)C2=CC=C(CN1C(CNCC1)=O)C=C2 1-(4-(6-(1-methyl-1H-pyrazol-4-yl)pyrazolo[1,5-a]pyrazin-4-yl)benzyl)piperazin-2-one hydrochloride